ClC1=NN2C(N=CC3=C2[C@@](CN3C(=O)N[C@H]3CC(CCC3)(F)F)(C(F)(F)F)C)=C1 (R)-2-chloro-N-((R)-3,3-difluorocyclohexyl)-8-methyl-8-(trifluoromethyl)-7,8-dihydro-6H-pyrazolo[1,5-a]pyrrolo[2,3-e]pyrimidine-6-carboxamide